BrC1=CC(=C(C=C1C)NC1=CC=C2C(=N1)C(=NN2C)O[C@@H]2CC[C@H](CC2)C(=O)[O-])C2CC2 trans-4-({5-[(4-bromo-2-cyclopropyl-5-methylphenyl)amino]-1-methylpyrazolo[4,3-b]pyridin-3-yl}oxy)cyclohexane-1-carboxylate